N1=CN=C(C2=CC=CC=C12)NC1CCN(CC1)CC=1C=C(C=CC1)NS(=O)(=O)CC N-(3-((4-(quinazolin-4-ylamino)piperidin-1-yl)methyl)phenyl)ethanesulfonamide